5-chloro-7-ethyl-N-[3-fluoro-2-(piperazin-1-yl)-5,6,7,8-tetrahydroquinolin-6-yl]-7H-pyrrolo[2,3-c]pyridazine-3-carboxamide ClC1=CN(C=2N=NC(=CC21)C(=O)NC2CC=1C=C(C(=NC1CC2)N2CCNCC2)F)CC